tert-Butyl 4-(4-(2-(3-amino-5-((tert-butoxycarbonyl)amino)-6-methylthieno[2,3-b]pyridine-2-carboxamido)ethyl)phenyl)piperazine-1-carboxylate NC1=C(SC2=NC(=C(C=C21)NC(=O)OC(C)(C)C)C)C(=O)NCCC2=CC=C(C=C2)N2CCN(CC2)C(=O)OC(C)(C)C